OCC(C)N1CC2=C(CC1)N(C(=N2)C(=O)N)C 5-(1-hydroxypropan-2-yl)-1-methyl-4,5,6,7-tetrahydro-1H-imidazo[4,5-c]pyridine-2-carboxamide